2-(((2-(4-(7-chloro-1-methyl-2,3-dioxo-2,3-dihydropyrido[2,3-b]pyrazine-4(1H)-yl)piperidin-1-yl)pyrimidin-5-yl)methyl)amino)-N-cyclopropylacetamide ClC1=CC2=C(N(C(C(N2C)=O)=O)C2CCN(CC2)C2=NC=C(C=N2)CNCC(=O)NC2CC2)N=C1